1,2,3-propane-tricarboxylic acid C(C(CC(=O)O)C(=O)O)C(=O)O